C(C)(C)(C)OC(=O)N1CCC2(CC1)OCCC1=C2SC=C1 spiro[4,5-dihydrothieno[2,3-C]pyran-7,4'-piperidine]-1'-carboxylic acid tert-butyl ester